C(C)(C)(C)OC(=O)N1CCN(CC1)C1=CC(N(C2=CC=CN=C12)C)=O 4-(1-methyl-2-oxo-1,2-dihydro-1,5-naphthyridin-4-yl)piperazine-1-carboxylic acid tert-butyl ester